2-(3-bromophenoxy)-9-(4-(tert-butyl)pyridin-2-yl)-6-(phenyl-d5)-9H-carbazole-3,4,5,7,8-d5 BrC=1C=C(OC2=CC=3N(C=4C(=C(C(=C(C4C3C(=C2[2H])[2H])[2H])C2=C(C(=C(C(=C2[2H])[2H])[2H])[2H])[2H])[2H])[2H])C2=NC=CC(=C2)C(C)(C)C)C=CC1